FC1=CC2=C(N(CCCC2=O)C(CNC(OC(C)(C)C)=O)=O)C=C1 tert-butyl (2-(7-fluoro-5-oxo-2,3,4,5-tetrahydro-1H-benzo[b]azepin-1-yl)-2-oxoethyl)carbamate